Cl.N[C@@H](C)C1=CC(=C(C(=O)OC)C=C1)C Methyl (S)-4-(1-aminoethyl)-2-methylbenzoate hydrochloride